6-(3-amino-6-(4-(4-(2-cyclopropylethyl)piperazin-1-yl)phenyl)-5-fluoropyrazin-2-yl)-8-fluoroisoquinolin-1(2H)-one NC=1C(=NC(=C(N1)F)C1=CC=C(C=C1)N1CCN(CC1)CCC1CC1)C=1C=C2C=CNC(C2=C(C1)F)=O